tert-butyl (5,7-dichloro-2-methylquinolin-8-yl) carbonate C(OC(C)(C)C)(OC=1C(=CC(=C2C=CC(=NC12)C)Cl)Cl)=O